C1(=C(C=CC=C1)C1=[N+](C=CC=C1C(F)(F)F)[O-])C 2-(o-tolyl)-3-(trifluoromethyl)pyridine 1-oxide